propoyl-ferrocene C(CC)(=O)[C-]1C=CC=C1.[CH-]1C=CC=C1.[Fe+2]